3-hydroxy-7'-(benzenesulfonyl)-4',7'-dihydrospiro[cyclopentane-1,2'-pyrrolo[3',2':5,6]pyrido[3,4-b]pyrazin]-3'(1'H)-one OC1CC2(NC3=C(NC2=O)C=NC2=C3C=CN2S(=O)(=O)C2=CC=CC=C2)CC1